N'-[(1r,3S)-3-hydroxycyclobutyl]urea OC1CC(C1)NC(N)=O